((1S,4R,6R)-6-((3-(trifluoromethyl)pyridin-2-yl)oxy)-2-azabicyclo[2.2.1]Hept-2-yl)methanone FC(C=1C(=NC=CC1)O[C@@H]1C[C@@H]2CN([C@H]1C2)C=O)(F)F